10-acetyl-2-(4-acetylphenyl)-7,7-dimethyl-5,12b-dihydro-1H,7H-chromeno[4,3-c][1,2,4]triazolo[1,2-a]Pyridazine C(C)(=O)C=1C=CC2=C(C1)OC(C=1C2N2N(CC1)CN(C2)C2=CC=C(C=C2)C(C)=O)(C)C